C1CC12CN(CC2)CC2=CC(=C1CN(C(C1=C2)=O)C2=CC(=CC=C2)C2(COC2)CC2=NOC=C2C)C(F)(F)F 6-{5-azaspiro[2.4]heptan-5-ylmethyl}-2-(3-{3-[(4-methyl-1,2-oxazol-3-yl)methyl]oxetan-3-yl}phenyl)-4-(trifluoromethyl)-3H-isoindol-1-one